tert-Butyl 3-(4-(benzyloxy)-7-(5-fluoropyridin-2-yl)benzo[d]oxazol-2-yl)-3,6-diazabicyclo[3.1.1]heptane-6-carboxylate C(C1=CC=CC=C1)OC1=CC=C(C2=C1N=C(O2)N2CC1N(C(C2)C1)C(=O)OC(C)(C)C)C1=NC=C(C=C1)F